BrC1=CC2=C(C(N(N=C2C(C)C)CC(=O)NC2=NC=CC=N2)=O)S1 (2-bromo-4-isopropyl-7-oxothieno[2,3-d]pyridazin-6(7H)-yl)-N-(pyrimidin-2-yl)acetamide